C(C)(C)(C)OC(=O)NCCN1N=CC(=N1)C(=O)O 2-(2-((tert-butoxycarbonyl)amino)ethyl)-2H-1,2,3-triazole-4-carboxylic acid